2-(4-(3-((4-chloro-1H-indazol-5-yl)amino)-1H-pyrazol-1-yl)-2-fluorophenoxy)acetic acid ClC1=C2C=NNC2=CC=C1NC1=NN(C=C1)C1=CC(=C(OCC(=O)O)C=C1)F